N-(1-cyanocyclopropyl)-4-(tetrahydro-2H-pyran-4-yl)-9H-pyrimido[4,5-b]Indole-7-sulfonamide C(#N)C1(CC1)NS(=O)(=O)C1=CC=C2C3=C(NC2=C1)N=CN=C3C3CCOCC3